N-(2-(tert-butyl)cyclopentyl)-2-(1H-imidazol-1-yl)isonicotinamide C(C)(C)(C)C1C(CCC1)NC(C1=CC(=NC=C1)N1C=NC=C1)=O